2-fluoro-4-(1-(4-(6-(4-(((3-(1,1,1-trifluoro-2-methylpropan-2-yl)-1H-1,2,4-triazol-5-yl)methyl)carbamoyl)-1H-pyrazol-1-yl)pyridin-3-yl)benzyl)piperidin-4-yl)benzoic acid FC1=C(C(=O)O)C=CC(=C1)C1CCN(CC1)CC1=CC=C(C=C1)C=1C=NC(=CC1)N1N=CC(=C1)C(NCC1=NC(=NN1)C(C(F)(F)F)(C)C)=O